C1N(CC2=CC=CC=C12)C(CSC1=NC=CC=C1)=O 1-(1,3-dihydro-2H-isoindol-2-yl)-2-(pyridin-2-ylsulfanyl)ethanone